4-(methylsulfinyl)-pyrimidine-5-carboxamide CS(=O)C1=NC=NC=C1C(=O)N